CCCCC/C=C\\C[C@H](/C=C/C=C\\C/C=C\\CCCC(=O)O)O The molecule is a HETE having a (12R)-hydroxy group and (5Z)-, (8Z)-, (10E)- and (14Z)-double bonds. It is a conjugate acid of a 12(R)-HETE(1-). It is an enantiomer of a 12(S)-HETE.